ClC=1C(=CC(=NC1)N1N=CC(=C1)S(=O)(=O)NC=1C=CC=C2C=NN(C12)C)C(F)(F)F 1-[5-chloro-4-(trifluoromethyl)pyridin-2-yl]-N-(1-methylindazol-7-yl)pyrazole-4-sulfonamide